OC1=CC=C(OCCCC#N)C=C1 4-(4-hydroxyphenoxy)butyronitrile